CC(=O)N[C@@H]1[C@H]([C@@H]([C@H](O[C@H]1O)CO)O[C@H]2[C@H]([C@H]([C@@H]([C@H](O2)CO)O)O[C@@H]3[C@H]([C@H]([C@@H]([C@H](O3)CO)O)O)O)O)O The molecule is an amino trisaccharide consisting of two D-mannose residues, linked alpha(1->3), and an N-acetyl-D-glucosamine residue, linked alpha(1->4), at the reducing end. An intermediate glycan structure of glycosylated proteins It is a glucosamine oligosaccharide and an amino trisaccharide.